C(C=1C(C(=O)[O-])=CC(C(=O)[O-])=CC1)(=O)OCCCCCCCOC(C=1C(C(=O)[O-])=CC(C(=O)[O-])=CC1)=O heptamethylene bistrimellitate